CC1C(C1C)C(=O)O 2,3-dimethylcyclopropylformic acid